1-(5-bromo-2-hydroxy-3-nitrophenyl)ethanone BrC=1C=C(C(=C(C1)C(C)=O)O)[N+](=O)[O-]